tert-butyl 4-[(2-ethyl-3-oxo-3,4-dihydroquinoxalin-6-yl)methyl]piperazine-1-carboxylate C(C)C1=NC2=CC=C(C=C2NC1=O)CN1CCN(CC1)C(=O)OC(C)(C)C